FC1=C(C=C(C=C1)\C=C/1\C(N(C(S1)=O)CC1=CC(=CC=C1)C(F)(F)F)=O)O (5Z)-5-[(4-fluoro-3-hydroxyphenyl)methylidene]-3-{[3-(trifluoromethyl)phenyl]methyl}-1,3-thiazolidine-2,4-dione